1,2-diamino-4-nitrobenzene sulfate S(=O)(=O)(O)O.NC1=C(C=C(C=C1)[N+](=O)[O-])N